2-(3-aminopropyl)phenol NCCCC1=C(C=CC=C1)O